1-({2-[1-(5-cyanopyridin-2-yl)piperidin-4-yl]Acetylamino}oxy)propane C(#N)C=1C=CC(=NC1)N1CCC(CC1)CC(=O)NOCCC